CC=1C=C(C(=O)OC2OC(=CC(C2)=O)C)C=C(C1)C 2,3-dihydro-3,5-dimethyl-benzoyl-oxy-6-methyl-4H-pyran-4-one